[2-[1-(cyclopropylmethyl)-6-(1,1-dioxo-6-phenylthiazinan-2-yl)pyrrolo[2,3-b]pyridin-2-yl]-5-methoxy-3-methylimidazo[1,2-a]pyridin-7-yl]methanone C1(CC1)CN1C(=CC=2C1=NC(=CC2)N2S(C(CCC2)C2=CC=CC=C2)(=O)=O)C=2N=C1N(C(=CC(=C1)C=O)OC)C2C